p-methoxyphenylhydrazine COC1=CC=C(C=C1)NN